O.Cl.Cl.C(C)(C)(C)NS(=O)(=O)C1=CC(=CC=C1)NC1=NC(=NC=C1C)NC1=CC=C(C=C1)OCCN1CCCC1 N-tert-butyl-3-[(5-methyl-2-{[4-(2-pyrrolidin-1-ylethoxy)phenyl]amino}pyrimidin-4-yl)amino]benzenesulfonamide dihydrochloride monohydrate